CC1=C(CNC(C2=CC=CC=C2)=O)C(=CC(=C1)B1OC(C(O1)(C)C)(C)C)C N-(2,6-dimethyl-4-(4,4,5,5-tetramethyl-1,3,2-dioxaborolan-2-yl)benzyl)benzamide